C1(CC1)CN1[C@H]2CN(C[C@@H]1CC2)C=2C=CC(=C(C(=O)N[C@H](C)C=1C=C(C=C(C1)OC)C=1C=C(N(C1)C)C(=O)N(C)C)C2)C 4-[3-[(1R)-1-[[5-[(1R,5S)-8-(cyclopropylmethyl)-3,8-diazabicyclo[3.2.1]octan-3-yl]-2-methyl-benzoyl]amino]ethyl]-5-methoxy-phenyl]-N,N,1-trimethyl-pyrrole-2-carboxamide